1,1'-azobis(cyclohexane) N(=NC1CCCCC1)C1CCCCC1